C(C)OC(=O)C=1N=C(SC1)N1CCCC2=C1N=NC(=C2C2CC2)NC=2SC1=C(N2)C=CC=C1 {3-[(1,3-benzothiazol-2-yl)amino]-4-cyclopropyl-5H,6H,7H,8H-pyrido[2,3-c]Pyridazin-8-yl}-1,3-thiazole-4-carboxylic acid ethyl ester